FC(C1=C(C(=CC=C1)F)N1CCC(CC1)N1C(N(C=2C([C@H]1C)=CNN2)CC2=C(C=CC=C2)C(F)(F)F)=O)F |o1:20| (R)- or (S)-5-[1-(2-Difluoromethyl-6-fluoro-phenyl)-piperidin-4-yl]-4-methyl-7-(2-trifluoromethylbenzyl)-2,4,5,7-tetrahydro-pyrazolo[3,4-d]pyrimidin-6-one